COCCCN(C)CC1=C(C=CC=C1)B(O)O (2-([(3-METHOXYPROPYL)(METHYL)AMINO]METHYL)PHENYL)BORANEDIOL